(2R)-2-(6-{5-chloro-2-[(oxan-4-yl)amino]pyrimidin-4-yl}-1-oxo-2,3-dihydro-1H-isoindol-2-yl)-N-[(1S)-1-[5-fluoro-2-(methylamino)pyridin-4-yl]-2-hydroxyethyl]propanamide ClC=1C(=NC(=NC1)NC1CCOCC1)C1=CC=C2CN(C(C2=C1)=O)[C@@H](C(=O)N[C@H](CO)C1=CC(=NC=C1F)NC)C